N-[5-[1-(cyclopropylmethyl)-3,6-dihydro-2H-pyridin-4-yl]-4-fluoro-2-[(3R,5S)-3,4,5-trimethylpiperazin-1-yl]phenyl]-6-oxo-4-(trifluoromethyl)-1H-pyridine-3-carboxamide C1(CC1)CN1CCC(=CC1)C=1C(=CC(=C(C1)NC(=O)C1=CNC(C=C1C(F)(F)F)=O)N1C[C@H](N([C@H](C1)C)C)C)F